[N+](=[N-])=CC(CC[C@@H](C(=O)OC(C)C)NC(=O)C1(CCN(CC1)C)O)=O isopropyl (S)-6-diazo-2-(4-hydroxy-1-methylpiperidine-4-carboxamido)-5-oxohexanoate